C(C)N1CCN(CC1)C1=CC=C(C=C1)NC1=NC=C(C(=N1)N1OCCC1C1=CC=CC=C1)C(F)(F)F N-(4-(4-ethylpiperazin-1-yl)phenyl)-4-(3-phenylisooxazolidin-2-yl)-5-(trifluoromethyl)pyrimidine-2-amine